2-(3-(4-sulfamoylbenzyl)-1H-pyrrolo[3,2-c]pyridin-1-yl)thiazole-4-carboxylic acid S(N)(=O)(=O)C1=CC=C(CC2=CN(C3=C2C=NC=C3)C=3SC=C(N3)C(=O)O)C=C1